ClC1=C(C=CC(=C1)Cl)C=1C(=NOC1C1=C(C=C(C=C1)O)O)C(F)(F)F 4-(4-(2,4-dichlorophenyl)-3-(trifluoromethyl)isoxazol-5-yl)benzene-1,3-diol